5-(3-bromophenyl)-2-phenoxy-1-((2-(trimethylsilyl)ethoxy)methyl)-1H-pyrrole-3-carbothioamide BrC=1C=C(C=CC1)C1=CC(=C(N1COCC[Si](C)(C)C)OC1=CC=CC=C1)C(N)=S